C/1=C\CCCCCC1 1-trans-cyclooctene